7-amino-N-(5,5-difluoro-2-{9-hydroxy-2-oxa-7-azaspiro[4.4]nonan-7-yl}-5,6,7,8-tetrahydroquinolin-6-yl)-3-methylthieno[2,3-b]pyrazine-6-carboxamide NC1=C(SC2=NC(=CN=C21)C)C(=O)NC2C(C=1C=CC(=NC1CC2)N2CC1(CCOC1)C(C2)O)(F)F